N,N'-bis-[2-(p-methoxyphenylsulphonyloxy)phenyl]urea COC1=CC=C(C=C1)S(=O)(=O)OC1=C(C=CC=C1)NC(=O)NC1=C(C=CC=C1)OS(=O)(=O)C1=CC=C(C=C1)OC